C(=O)(O)[C@@H](CC(=O)C1=CC2=C(S1)C=C(C(=C2F)OCCCC2=CC1=C(SC(=C1)C(C[C@@H](C(=O)O)C)=O)C=C2OC)OC)C (S)-4-(5-(3-((2-((R)-3-carboxybutanoyl)-4-fluoro-6-methoxybenzo[b]thiophen-5-yl)oxy)propyl)-6-methoxybenzo[b]thiophen-2-yl)-2-methyl-4-oxobutanoic acid